(R)-6-fluoro-1,4-diazepane-1-carboxylic acid tert-butyl ester C(C)(C)(C)OC(=O)N1CCNC[C@H](C1)F